C(CCCCCCCCCCCCCCCCCCCCC)(=O)OCCCCCCCCCCCCCCCCCCCCCC n-docosyl docosanoate